FC(CC(C(=O)NC1=NC=CC(=C1)C1=C(C=2C(N(CC(C2N1)(C)C)C)=O)C1=CC=CC=C1)C1=CC=C(C=C1)F)F (-)-4,4-difluoro-2-(4-fluorophenyl)-N-[4-(5,7,7-trimethyl-4-oxo-3-phenyl-4,5,6,7-tetrahydro-1H-pyrrolo[3,2-c]pyridin-2-yl)pyridin-2-yl]butanamide